N1C=CC=2CC=CC(C12)=O indol-7(4H)-one